COC=1C=C(C=CC1OC)C1=NNC2=NC=C(C=C21)C2=CC=C(C=C2)N2CCN(CC2)C 3-(3,4-Dimethoxyphenyl)-5-(4-(4-methylpiperazin-1-yl)phenyl)-1H-pyrazolo[3,4-b]pyridine